methyl 3-((4-carbamoyl-1H-indol-5-yl)oxy)benzoate C(N)(=O)C1=C2C=CNC2=CC=C1OC=1C=C(C(=O)OC)C=CC1